3-(4,4,5,5-tetramethyl-1,3,2-dioxaborolan-2-yl)benzamide CC1(OB(OC1(C)C)C=1C=C(C(=O)N)C=CC1)C